12,12,13,13,14,14,15,15,15-nonafluoropentadecylphosphonic acid FC(CCCCCCCCCCCP(O)(O)=O)(C(C(C(F)(F)F)(F)F)(F)F)F